methyl (R)-2-(5-((5-((2-amino-5-bromophenyl)amino)-4-methylpentyl)oxy)-1-methyl-1H-pyrazol-4-yl)-6-methylisonicotinate NC1=C(C=C(C=C1)Br)NC[C@@H](CCCOC1=C(C=NN1C)C=1C=C(C(=O)OC)C=C(N1)C)C